1-((S)-2-((3R,5R,8R,9S,10S,13S,14S,17S)-3-hydroxy-3-(methoxymethyl)-10,13-dimethylhexadecahydro-1H-cyclopenta[a]phenanthren-17-yl)-2-methoxypropyl)-1H-pyrazole-4-carbonitrile O[C@@]1(CC[C@@]2([C@H]3CC[C@@]4([C@H](CC[C@H]4[C@@H]3CC[C@@H]2C1)[C@](CN1N=CC(=C1)C#N)(C)OC)C)C)COC